NC(C(C(=O)NC1=C(C=C(C=C1)S(=O)(=O)NC1=C(N=CS1)C(=O)O)F)C)=N 5-[[4-[(3-amino-3-imino-2-methyl-propionyl)amino]-3-fluoro-phenyl]sulfonylamino]thiazole-4-carboxylic acid